O1CC(CCC1)C(=O)OCCCN1N=C(C=2C(NCC3(CCOCC3)CC21)=O)CC 3-(3-ethyl-4-oxo-spiro[6,8-dihydro-5H-pyrazolo[4,3-c]azepine-7,4'-tetrahydropyran]-1-yl)propyl tetra-hydropyran-3-carboxylate